(R)-(1-(benzylamino)-1-oxopropan-2-yl)carbamic acid tert-butyl ester C(C)(C)(C)OC(N[C@@H](C(=O)NCC1=CC=CC=C1)C)=O